NC=1C(=NC(=C(N1)N1N=C(C=C1)C)C1=CC(=NC(=C1)C)N)C(=O)NC1=C(C=CC=C1)OC(F)F 3-amino-6-(2-amino-6-methylpyridin-4-yl)-N-(2-(difluoromethoxy)phenyl)-5-(3-methyl-1H-pyrazol-1-yl)pyrazine-2-carboxamide